C(C)[C@@H]1CN(CC[C@H]1C1C(C1)(C(=O)N)CC1=CC(=CC=C1)C)C (trans-3-ethyl-1-methylpiperidin-4-yl)-1-(3-methylbenzyl)cyclopropane-1-carboxamide